C(CC)OC1C(CCC1)OCCC 1,2-dipropoxycyclopentane